6-((2-((3R)-3-amino-4,4-difluoro-1-piperidinyl)-6-(trifluoromethyl)-1H-benzimidazol-1-yl)methyl)-3-pyridinecarbonitrile N[C@@H]1CN(CCC1(F)F)C1=NC2=C(N1CC1=CC=C(C=N1)C#N)C=C(C=C2)C(F)(F)F